2-(3-chloro-5-(((4-(2-((6-(pyridazin-4-yl)-1H-indazol-4-yl)amino)ethoxy)butyl)amino)methyl)phenyl)-2-methylpropanenitrile ClC=1C=C(C=C(C1)CNCCCCOCCNC1=C2C=NNC2=CC(=C1)C1=CN=NC=C1)C(C#N)(C)C